CN(CCCCCC(=O)NS(=O)(=O)C)C 6-(dimethylamino)-N-(methylsulfonyl)hexanamide